CC1=CC=C(C=C1)S(=O)(=O)OCC(COS(=O)(=O)C1=CC=C(C=C1)C)C1=C(C=CC=C1)F 2-(2-fluorophenyl)propane-1,3-diyl bis(4-methylbenzenesulfonate)